3-(2-Morpholinopyrimidin-4-yl)-N-[(1R)-1-(1-naphthyl)ethyl]benzamide O1CCN(CC1)C1=NC=CC(=N1)C=1C=C(C(=O)N[C@H](C)C2=CC=CC3=CC=CC=C23)C=CC1